COC1=CC=CC=2C=3C(CN(C3C=CC21)C(=O)OC(C)(C)C)C tert-butyl 6-methoxy-1-methyl-1,2-dihydro-3H-benzo[e]indole-3-carboxylate